2-acetamido-2-(3-hydroxy-1-(5-(5,6,7,8-tetrahydro-1,8-naphthyridin-2-yl)pentyl)azetidin-3-yl)acetic acid C(C)(=O)NC(C(=O)O)C1(CN(C1)CCCCCC1=NC=2NCCCC2C=C1)O